NC=1C=C(OC2=CC=C(C=C2)S(=O)(=O)C2=CC=C(C=C2)OC2=CC(=CC=C2)N)C=CC1 bis-[4-(3-aminophenoxy)phenyl]sulfone